(R)-11,11-difluoro-8-(2-hydroxypropan-2-yl)-3-methyl-1,3,4,7,8,9,10,11-octahydro-2H-pyrido[4',3':3,4]pyrazolo[1,5-a]azepine-2-carboxylate FC1(C=2N(CC(CC1)C(C)(C)O)N=C1C2CN([C@@H](C1)C)C(=O)[O-])F